2-Oxo-2-[rac-(2R,5S)-2-(5-chloro-3-pyridyl)-5-methyl-1-piperidyl]acetamide 2,2,2-Trifluoroethyl-2-oxo-2-[rac-(2R,5S)-2-(5-chloro-3-pyridyl)-5-methyl-1-piperidyl]acetate FC(COC(C(N1[C@H](CC[C@@H](C1)C)C=1C=NC=C(C1)Cl)=O)=O)(F)F.O=C(C(=O)N)N1[C@H](CC[C@@H](C1)C)C=1C=NC=C(C1)Cl |r|